C(CCC)(=O)OC1=CC=C(C=C1)I 4-iodophenyl butyrate